N-(5-((4-(5,6-difluoro-1-methyl-1H-indol-3-yl)-5-(trifluoromethyl)pyrimidin-2-yl)amino)-2-((2-(dimethylamino)ethyl)(methyl)amino)phenyl)acetamide FC=1C=C2C(=CN(C2=CC1F)C)C1=NC(=NC=C1C(F)(F)F)NC=1C=CC(=C(C1)NC(C)=O)N(C)CCN(C)C